C(C(C)C)C1C2(C(=C(C(C1)(CC2)C)C(=O)O)C(=O)O)CC(C)C diisobutyl-1-methyl-bicyclo[2.2.2]oct-2-ene-2,3-dicarboxylic acid